1-(2-aminobenzo[d]thiazol-6-yl)-1-[2-(4-morpholinyl)ethyl]-3-(4-nitrophenyl)urea NC=1SC2=C(N1)C=CC(=C2)N(C(=O)NC2=CC=C(C=C2)[N+](=O)[O-])CCN2CCOCC2